[C@H]1([C@H](C([C@H]([C@@H](C1O)OP(=O)(O)O)OP(=O)(O)O)O)OP(=O)(O)O)OP(=O)(O)O The molecule is a myo-inositol tetrakisphosphate having the phosphate groups placed at the 1-, 3-, 4- and 6-positions. It has a role as a mouse metabolite. It derives from a myo-inositol. It is a conjugate acid of a myo-inositol 1,3,4,6-tetrakisphosphate(8-).